[Si](C)(C)(C(C)(C)C)O[C@H](CCN1C(C2=CC=CC=C2C1=O)=O)CN1CCC(=CC1)C1=C(C=CC=C1)OC (R)-2-(3-((tert-Butyldimethylsilyl)oxy)-4-(4-(2-methoxyphenyl)-3,6-dihydropyridin-1(2H)-yl)butyl)isoindoline-1,3-dione